[N+](=O)([O-])C1=C(C=C(C(=O)OC)C=C1)NC[C@H]1OCC1 methyl 4-nitro-3-[[(2S)-oxetan-2-ylmethyl]amino]benzoate